4,5-dicarboxy-gamma-pentadecanolide C(=O)(O)C(C1CC(=O)O1)C(CCCCCCCCCC)C(=O)O